P(O)(O)O.P(O)(O)O.C1(=CC=CC=C1)C1=CC=CC=C1 biphenyl bisphosphite